NCCCN1C=CC2=CC(=CC=C12)Br 1-(3-aminopropyl)-5-bromo-1H-indol